potassium sulphate ammonium chloride [Cl-].[NH4+].S(=O)(=O)([O-])O.[K+]